CN1N=CC2=CC(=CC=C12)C(=O)NC1=CC2=C(C=N1)C=C(N2)CN2[C@@H](CC2)C 1-methyl-N-(2-[[(2R)-2-methylazetidin-1-yl]methyl]-1H-pyrrolo[3,2-c]pyridin-6-yl)indazole-5-carboxamide